FC(OC1=CC=C(C(=O)OC[C@H]2CCC3[C@@]2(CCC2[C@]4(C=CC(NC4CCC23)=O)C)C)C=C1)(F)F ((4aR,6aS,7S)-4a,6a-dimethyl-2-oxo-2,4a,4b,5,6,6a,7,8,9,9a,9b,10,11,11a-tetradecahydro-1H-indeno[5,4-f]quinolin-7-yl)methyl 4-(trifluoromethoxy)benzoate